C1(=C(C=CC=C1)C1CC2(C1)CCN(CC2)C(=O)C2CC1(C2)NC(OC1)=O)C 2-(2-(o-Tolyl)-7-azaspiro[3.5]nonane-7-carbonyl)-7-oxa-5-azaspiro[3.4]octan-6-one